C1(CC1)OCC1=CC=C(C=C1)C1=CC=C(C=C1)NC(C(C)(C)OC1=CC=C(C=C1)F)=O N-(4'-(cyclopropoxymethyl)-[1,1'-biphenyl]-4-yl)-2-(4-fluorophenoxy)-2-methylpropanamide